2-(cyclopropylethynyl)-4,4,5,5-tetramethyl-1,3,2-dioxaborolane C1(CC1)C#CB1OC(C(O1)(C)C)(C)C